C1(CC1)NC(C(C(C[C@H]1C(NCC1)=O)NC([C@H](CC(C)(C)C)NC(C[C@@H](CC)C1=CC=C(C=C1)F)=O)=O)=O)=O (2S)-N-(4-(Cyclopropylamino)-3,4-dioxo-1-((S)-2-oxopyrrolidin-3-yl)butan-2-yl)-2-((R)-3-(4-fluorophenyl)pentanamido)-4,4-dimethylpentanamid